BrC1=CC=2C(C(C3=CC(=CC=C3C2C=C1)Br)=O)=O 2,7-dibromo-9,10-phenanthrenequinone